O(C1=CC=CC=C1)C1=CC=C(C=C1)C1=NN(C2=NC=NC=C21)C[C@H]2CN(CC2)C(C#CC)=O (R)-1-(3-((3-(4-phenoxyphenyl)-1H-pyrazolo[3,4-d]pyrimidin-1-yl)methyl)pyrrolidin-1-yl)but-2-yn-1-one